CN1CCC(CC1)C1=CC=C(C=C1)C1=CC2=C(N=CN(C2=O)C(C(=O)O)C2=CC=CC=C2)N=C1 2-(6-(4-(1-Methylpiperidin-4-yl)-phenyl)-4-oxopyrido[2,3-d]-pyrimidin-3(4H)-yl)-2-phenylacetic acid